tert-butyl 4-(3-iodoimidazo[1,2-a]pyridin-7-yl)-3,6-dihydro-2H-pyridine-1-carboxylate IC1=CN=C2N1C=CC(=C2)C=2CCN(CC2)C(=O)OC(C)(C)C